(E)-3-(2-(Cyclopentylmethoxy)-6-(trifluoromethyl)pyridin-3-yl)-N-(2-oxo-2,3-dihydro-1H-benzo[d]imidazol-4-yl)acrylamid C1(CCCC1)COC1=NC(=CC=C1/C=C/C(=O)NC1=CC=CC=2NC(NC21)=O)C(F)(F)F